8-(4-Cyclopropyl-4-hydroxy-piperidin-1-yl)-9-ethyl-6,6-dimethyl-11-oxo-6,11-dihydro-5H-benzo[b]carbazole-3-carbonitrile C1(CC1)C1(CCN(CC1)C=1C(=CC2=C(C(C=3NC4=CC(=CC=C4C3C2=O)C#N)(C)C)C1)CC)O